C(C)C1(COC1)COCOCOCC1(COC1)CC bis[(3-ethyl-3-oxetylmethoxy) methyl] ether